4-trifluoromethylbenzophenone FC(C1=CC=C(C(=O)C2=CC=CC=C2)C=C1)(F)F